Methyl (1S,3S)-3-((2-methyl-6-(1-methyl-5-((((4-nitrophenoxy) carbonyl)oxy)methyl)-1H-1,2,3-triazol-4-yl) pyridin-3-yl)oxy)cyclohexane-1-carboxylate CC1=NC(=CC=C1O[C@@H]1C[C@H](CCC1)C(=O)OC)C=1N=NN(C1COC(=O)OC1=CC=C(C=C1)[N+](=O)[O-])C